CN(C1CCCCC1)[Si](C=C)(C=C)N(C)C1CCCCC1 bis(N-methylcyclohexylamino)divinylsilane